COC1=CC=C(C=N1)C1(CC1)C(=O)N (6-methoxy-pyridin-3-yl)cyclopropanecarboxylic acid amide